FC1=NC(=CC=C1C=1CCSC2=C(C1C1=CC=C(C=C1)O[C@@H]1CN(CC1)CCCF)C=CC(=C2)O)F 4-(2,6-difluoro-3-pyridinyl)-5-[4-[(3S)-1-(3-fluoropropyl)pyrrolidin-3-yl]oxyphenyl]-2,3-dihydro-1-benzothiepin-8-ol